C(C)O/C=C/C1=CC(=CC(=N1)N(C(OC(C)(C)C)=O)CC(=O)N(C)C1=C(C=CC(=C1)C)OC)C(F)(F)F tert-butyl (E)-(6-(2-ethoxyvinyl)-4-(trifluoromethyl)pyridin-2-yl)(2-((2-methoxy-5-methylphenyl)(methyl)amino)-2-oxoethyl)carbamate